C1(=CC(=CC=C1)OCCN1C2=C(N(CCC1)C(=O)C1=CC=C(C=C1)NC(=O)C=1C(=CC=CC1)C1=CC=CC=C1)C=CC=C2)C N-(4-(5-(2-(m-tolyloxy)ethyl)-2,3,4,5-tetrahydro-1H-benzo[b][1,4]diazepine-1-Carbonyl)phenyl)-[1,1'-biphenyl]-2-carboxamide